tert-butyl (3R)-3-[(5-bromo-4-methyl-2-pyridyl)amino]piperidine-1-carboxylate BrC=1C(=CC(=NC1)N[C@H]1CN(CCC1)C(=O)OC(C)(C)C)C